chloromethyl 4-(((3R,6S)-1-acryloyl-6-methylpiperidin-3-yl)amino)-7H-pyrrolo[2,3-d]pyrimidine-7-carboxylate C(C=C)(=O)N1C[C@@H](CC[C@@H]1C)NC=1C2=C(N=CN1)N(C=C2)C(=O)OCCl